C(CCCCCCCCCCCCCCCCC)OCC(OC(CCCCCCCCCCCCCC)=O)COP(=O)(O)OC[C@H](N)C(=O)O 1-octadecyl-2-pentadecanoyl-glycero-3-phosphoserine